O=C1C=COC2=C1C=CC(=C2[2H])[2H] 4-oxo-4-benzopyran-7,8-d